C(CC(O)(C(=O)OCC)CC(=O)OCC)(=O)OCC citric acid, triethyl ester